S1C2=C(C=C1C(=O)NC(=O)N1CCNCC1)C=CC=C2 N-(benzo[b]thiophene-2-carbonyl)piperazine-1-carboxamide